Cl.COC=1C(=C(C=CC1)[C@H]1NCCC1)C (2S)-2-(3-methoxy-2-methyl-phenyl)pyrrolidine hydrochloride